2,3-dichloro-5-pentyl-1,4-naphthoquinone ClC=1C(C2=CC=CC(=C2C(C1Cl)=O)CCCCC)=O